C(C)OC(C(C1CCOCC1)Br)=O.NC1=CC=C(C=C1)N1[C@H](O[C@H](C1=O)C)C1=NN(N=C1C1=CC=C(C=C1)F)C1=CC=C(C=C1)Br (2R,5S)-3-(4-aminophenyl)-2-(2-(4-bromophenyl)-5-(4-fluorophenyl)-2H-1,2,3-triazol-4-yl)-5-methyl-oxazolidin-4-one ethyl-2-bromo-2-tetrahydropyran-4-yl-acetate